ClC1=CC=C(C=C1)C=1N=C2N(C=CC=N2)C1CN1CC2CCC(C1)N2C(=O)NC2=C(C=CC=C2C)CC 3-{[2-(4-chlorophenyl)imidazo[1,2-a]pyrimidin-3-yl]methyl}-N-(2-ethyl-6-methylphenyl)-3,8-diazabicyclo[3.2.1]octane-8-carboxamide